Cl.N[C@@H](C1(CC1)O)C1=C(C=C(C=C1)C(F)(F)F)F |r| (rac)-1-(amino(2-fluoro-4-(trifluoromethyl)phenyl)methyl)cyclopropane-1-ol hydrochloride